2,5-bis(hydroxymethyl)-1,4-dioxane-2,5-diol OCC1(OCC(OC1)(O)CO)O